2-[[5-bromo-6-[[tert-butyl(dimethyl)silyl]oxymethyl]-2,3-dihydrobenzofuran-4-yl]oxymethoxy]ethyl-trimethyl-silane BrC=1C(=CC2=C(CCO2)C1OCOCC[Si](C)(C)C)CO[Si](C)(C)C(C)(C)C